CC=1C=C(C=C(C1CC1=C2C=3C(C(NC3C=C1)=O)(CCC2)C)C)N2N=C(C(NC2=O)=O)C#N 2-(3,5-dimethyl-4-((2a-methyl-2-oxo-1,2,2a,3,4,5-hexahydrobenzo[cd]indol-6-yl)methyl)phenyl)-3,5-dioxo-2,3,4,5-tetrahydro-1,2,4-triazine-6-carbonitrile